C(C(=C)C)(=O)O.CC(COC(C)COC(C)COC(C)COC(C)CO)O pentapropylene glycol monomethacrylate